C(C(C)(C)C)C1=NC2=CC=CC=C2C(N1)=O 2-neopentyl-quinazolin-4(3H)-one